OCCCCCCCCCC#CC=1C=C2C=NN(C(C2=CC1)=O)C1C(NC(CC1)=O)=O 3-(6-(11-Hydroxyundec-1-yn-1-yl)-1-oxophthalazin-2(1H)-yl)piperidine-2,6-dione